C(C)NC(NC1=NC=CC(=C1)CN1C2CN(CC1CC2)C=2C=CC(=NC2F)C(=O)NC)=O 5-(8-((2-(3-ethylureido)pyridin-4-yl)methyl)-3,8-diazabicyclo[3.2.1]octan-3-yl)-6-fluoro-N-methylpicolinamide